1-pyrenesulfonic acid hydrate O.C1(=CC=C2C=CC3=CC=CC4=CC=C1C2=C34)S(=O)(=O)O